cis-3-azabicyclo[3.3.0]Octane [C@@H]12CNC[C@H]2CCC1